(+)-3-Hydroxy-N-methylmorphinan (+)-tartrate salt CN1CC[C@@]23CCCC[C@@H]2[C@@H]1CC4=C3C=C(C=C4)O.[C@@H]([C@H](C(=O)O)O)(C(=O)O)O